Hydroxypentadecanoic acid OC(C(=O)O)CCCCCCCCCCCCC